N-[2-(p-{[(R)-1-ethyl-2-pyrrolidinylcarbonylamino]methyl}phenyl)ethyl]-3-ethoxy-5-pyrazolecarboxamide C(C)N1[C@H](CCC1)C(=O)NCC1=CC=C(C=C1)CCNC(=O)C1=CC(=NN1)OCC